5-amino-N-{2-[3-amino-4-(2-methoxyethoxy)pyrrolidin-1-yl]-4-fluoro-5,6,7,8-tetrahydroquinolin-6-yl}-2,4-dimethylthieno[2,3-d]pyrimidine-6-carboxamide NC1=C(SC=2N=C(N=C(C21)C)C)C(=O)NC2CC=1C(=CC(=NC1CC2)N2CC(C(C2)OCCOC)N)F